(R)-N-(5-(difluoromethoxy)-1H-pyrazol-3-yl)-6-((3,3-dimethylpiperidin-4-yl)oxy)-3-methylpyrazin-2-amine FC(OC1=CC(=NN1)NC1=NC(=CN=C1C)O[C@H]1C(CNCC1)(C)C)F